(1-phenyl-4-(6-(piperidin-1-yl)hexyl)-1H-imidazol-2-yl)-3-(pyridin-2-yl)benzamide C1(=CC=CC=C1)N1C(=NC(=C1)CCCCCCN1CCCCC1)C1=C(C(=O)N)C=CC=C1C1=NC=CC=C1